ClC1=CC=C(C=C1)CN1C=NC=2N(C(N(C(C12)=O)C)=O)C 7-[(4-chlorophenyl)methyl]-1,3-dimethyl-2,3,6,7-tetrahydro-1H-purine-2,6-dione